C[S+](CC#C)C dimethyl-(propargyl)sulfonium